C(CCCCCCC\C=C/CCCCCCCC)(=O)OCC(O)COC(CCCCCCC\C=C/CCCCCCCC)=O 1,3-O-dioleoylglycerol